(6-chloro-3-(trifluoromethyl)-1-((2-(trimethylsilyl)ethoxy)methyl)-1H-pyrazolo[3,4-b]pyridin-4-yl)methanol ClC1=CC(=C2C(=N1)N(N=C2C(F)(F)F)COCC[Si](C)(C)C)CO